tert-butyl 3-(((methylsulfonyl)oxy)methyl)azetidine-1-carboxylate Tert-butyl-3-(hydroxymethyl)azetidine-1-carboxylate C(C)(C)(C)OC(=O)N1CC(C1)CO.CS(=O)(=O)OCC1CN(C1)C(=O)OC(C)(C)C